NC1=CC=C(C=N1)/C=C/C(=O)NCC=1OC2=C(C1)C=C(C=C2C2=CC=C(C=C2)F)C2=NC=C(C=C2F)C(=O)N2CCC(CC2)(F)F (E)-3-(6-amino-pyridin-3-yl)-N-((5-(5-(4,4-difluoro-piperidine-1-carbonyl)-3-fluoro-pyridin-2-yl)-7-(4-fluoro-phenyl)benzofuran-2-yl)methyl)acrylamide